1-(Cyclohex-2-en-1-yl)-5-nitro-1H-pyrazolo[3,4-b]pyridine C1(C=CCCC1)N1N=CC=2C1=NC=C(C2)[N+](=O)[O-]